FC1=CC(=C(C=C1)C(/C=C(/C=O)\C)(CC=C(C)C)C)C (E)-4-(4-fluoro-2-methylphenyl)-2,4,7-trimethyloct-2,6-dienal